C(C)(=O)N[C@@H]1C[C@H](N(C1)C(=O)C=1N=C2N(C=C(C=C2)Cl)C1)C=1SC=C(N1)C(=O)N[C@H](C(=O)NC)CCCCNC(=N)N 2-((2S,4R)-4-acetamido-1-(6-chloroimidazo[1,2-a]pyridine-2-carbonyl)pyrrolidin-2-yl)-N-((S)-6-guanidino-1-(methylamino)-1-oxohexan-2-yl)thiazole-4-carboxamide